C(C=C)N1[C@@H](CCC1)C(=O)OC methyl (2S)-1-allylpyrrolidine-2-carboxylate